C1(=CC=C(C=C1)C=1OCC(N1)C1=CC=CC=C1)C=1OCC(N1)C1=CC=CC=C1 p-phenylenebis(4-phenyl-2-oxazoline)